C(=CC=C)C1=C2C(CC2)=CC=C1 4-butadienyl-benzocyclobutene